(5-((4-cyclopentyl-3-(trifluoromethyl)benzyl)oxy)-1H-indol-1-yl)acetic acid C1(CCCC1)C1=C(C=C(COC=2C=C3C=CN(C3=CC2)CC(=O)O)C=C1)C(F)(F)F